CNCCN1N=CC(=C1)C1=CC=NC2=CC=C(C=C12)C=1C(=NNC1)C1=NC(=CC=C1)C N-methyl-2-[4-[6-[3-(6-methyl-2-pyridyl)-1H-pyrazol-4-yl]-4-quinolyl]pyrazol-1-yl]ethanamine